C(C)(=O)O[C@@H]1[C@@H](OCC(CO)O)O[C@@H]([C@H]([C@@H]1OC(C)=O)OC(C)=O)COC(C)=O 2,3-dihydroxy-propyl 2,3,4,6-tetra-O-acetyl-α-D-mannopyranoside